3-ethyl-3-[(2-ethylhexyl)methyl]oxetane C(C)C1(COC1)CCC(CCCC)CC